5'-Deoxy-5'-[4-[2-[(2,3-Dihydro-1-oxo-1H-isoindol-4-yl)amino]-2-oxoethyl]-1-piperazinyl]-5'-oxoadenosine dihydrochloride Cl.Cl.O=C1NCC2=C(C=CC=C12)NC(CN1CCN(CC1)C([C@@H]1[C@H]([C@H]([C@@H](O1)N1C=NC=2C(N)=NC=NC12)O)O)=O)=O